(4S)-methyl 4-((tert-butyldiphenylsilyl)oxy)-2-(3-chloropropyl)pyrrolidine-2-carboxylate [Si](C1=CC=CC=C1)(C1=CC=CC=C1)(C(C)(C)C)O[C@H]1CC(NC1)(C(=O)OC)CCCCl